(2S)-2-(4-chlorophenoxy)-N-[(1,3-oxazol-2-yl)methoxy]propanamide ClC1=CC=C(O[C@H](C(=O)NOCC=2OC=CN2)C)C=C1